COC([C@H](C)OC1=C(C=C(C=C1)F)C1=NOCC1OCCCC)=O (2S)-2-[4-fluoro-2-(4-butoxy-4,5-dihydroisoxazol-3-yl)phenoxy]propionic acid methyl ester